C(C1=CC=CC=C1)(=O)OC1=C(C=C(C=C1)C(C)(C)C)OC(C1=CC=CC=C1)=O 4-tert-butyl-1,2-phenylene dibenzoate